The molecule is a diketone that is hexane substituted by oxo groups at positions 2 and 5. It is a toxic metabolite of hexane and of 2-hexanone It has a role as a human xenobiotic metabolite and a neurotoxin. It is a diketone and a methyl ketone. It derives from a hydride of a hexane. CC(=O)CCC(=O)C